C(C(=C)C)(=O)OC(CCCCCCCCCC)OC(C(=C)C)=O undecanediol dimethacrylate